[Cl-].C(C1=CC=CC=C1)[P+](CCCCCCCC)(CCCCCCCC)CCCCCCCC benzyl-trioctylphosphonium chloride